C(CC(O)(C(=O)[O-])CC(=O)OC(C)=O)(=O)OCCCCCCCCCCCCC tridecyl acetyl citrate